3-(1-oxo-5-(((1R,2S)-2-(((2-(trifluoromethyl)pyridin-3-yl)methyl)amino)cyclohexyl)methyl)isoindolin-2-yl)piperidine-2,6-dione O=C1N(CC2=CC(=CC=C12)C[C@@H]1[C@H](CCCC1)NCC=1C(=NC=CC1)C(F)(F)F)C1C(NC(CC1)=O)=O